ClC=1C(=CC(=NC1)C(C(=O)N)C=1C=NC(=CC1)OC)C1=C2N(N=C1)CC(C2)(C)C (5-chloro-4-(5,5-dimethyl-5,6-dihydro-4H-pyrrolo[1,2-b]pyrazol-3-yl)pyridin-2-yl)-2-(6-methoxypyridin-3-yl)acetamide